C(C)(C)N1C(=NC(=C1)C(F)(F)F)C12COC(CC1)(CC2)CNC(OC(C)(C)C)=O tert-butyl ({4-[1-isopropyl-4-(trifluoromethyl)-2-imidazolyl]-2-oxabicyclo[2.2.2]oct-1-yl}methyl)carbamate